6-(3,5-dimethylisoxazol-4-yl)-4-(3-phenylmorpholino)quinazoline CC1=NOC(=C1C=1C=C2C(=NC=NC2=CC1)N1C(COCC1)C1=CC=CC=C1)C